C(C)(C)OC1=CC=C(C=C1)C=1SC=C(N1)C(=O)OCC1=CSC=C1 Thiophen-3-ylmethyl 2-(4-Isopropoxyphenyl)thiazole-4-carboxylate